5-fluoroquinolin-8-yl (3S)-4-(N,3-dicyclohexyl-D-alanyl)-3-[(thiophen-2-ylmethyl)carbamoyl]piperazine-1-carboxylate C1(CCCCC1)N[C@H](CC1CCCCC1)C(=O)N1[C@@H](CN(CC1)C(=O)OC=1C=CC(=C2C=CC=NC12)F)C(NCC=1SC=CC1)=O